C1CC12NCCN(C2)C2=CC(=NC=N2)C#N 6-(4,7-diazaspiro[2.5]octane-7-yl)pyrimidine-4-carbonitrile